C(C)NC=1C(=CC=C(C=O)C1)NCC 5,4-diethylaminobenzaldehyde